NC1CCN(CC1)C(C(=O)NC)=O 2-(4-amino-1-piperidyl)-N-methyl-2-oxo-acetamide